1-oxo-N-(prop-2-yl)methanimine O=C=NC(C)C